C(=O)OC1=CC=2NC=3C=C(C(=CC3C2C=N1)OC)OCCCN1CCCC1 8-methoxy-7-(3-(pyrrolidin-1-yl)propoxy)-5H-pyrido[4,3-b]indol-3-ol formate